(3S)-1-[6-[[1-methyl-5-(trifluoromethyl)pyrazol-3-yl]methyl]-2-azaspiro[3.3]heptane-2-carbonyl]pyrrolidine-3-carboxamide CN1N=C(C=C1C(F)(F)F)CC1CC2(CN(C2)C(=O)N2C[C@H](CC2)C(=O)N)C1